4-(1-methylcyclopropyl)-5-propyl-4H-1,2,4-triazole-3-thiol CC1(CC1)N1C(=NN=C1CCC)S